6-(4-Chlorophenyl)-3-(1-(cyclopropylsulfonyl)piperidin-4-yl)-8-(pyridin-3-yl)pyrido[3,4-d]pyrimidin-4(3H)-one ClC1=CC=C(C=C1)C1=CC2=C(N=CN(C2=O)C2CCN(CC2)S(=O)(=O)C2CC2)C(=N1)C=1C=NC=CC1